FC(OC=1C=C(C=CC1F)B1OC(C(O1)(C)C)(C)C)F 2-[3-(difluoromethoxy)-4-fluoro-phenyl]-4,4,5,5-tetramethyl-1,3,2-dioxaborolane